C(C1=CC=CC=C1)OC(=O)NCCCC[C@@H](C(=O)NCCS(=O)(=O)OCC(C)(C)C)NC(=O)OC(C)(C)C Neopentyl (S)-2-(6-(((benzyloxy)carbonyl)amino)-2-((tert-butoxycarbonyl)amino) hexanamido)ethane-1-sulfonate